4-fluoro-N-(prop-2-yne-1-yl)aniline FC1=CC=C(NCC#C)C=C1